benzo[2,3]benzofuro[5,6-h]quinoline N1=CC=CC2=CC=C3C(=C12)C=C1C(C2=C(O1)C=CC=C2)=C3